COCO[C@H]1C[C@H](CN(C1)C(=O)OC(C)(C)C)C(=O)OC |r| rac-1-(tert-butyl) 3-methyl (3R,5S)-5-(methoxymethoxy)piperidine-1,3-dicarboxylate